6-(3-(4-(2-(pyridine-3-yl)acetamido)phenoxy)azetidin-1-yl)-[1,1'-biphenyl]-2-carboxylic acid N1=CC(=CC=C1)CC(=O)NC1=CC=C(OC2CN(C2)C=2C=CC=C(C2C2=CC=CC=C2)C(=O)O)C=C1